N-[1-(2-Dimethylaminoethylcarbamoyl)cyclopentyl]carbamic acid tert-butyl ester C(C)(C)(C)OC(NC1(CCCC1)C(NCCN(C)C)=O)=O